(R)-7-(4-bromo-3-(trifluoromethyl)benzoyl)-6-methyl-3-(4-(4-methyl-4H-1,2,4-triazol-3-yl)phenyl)-2-thioxo-2,3,5,6,7,8-hexahydropyrido[3,4-d]pyrimidin-4(1H)-one BrC1=C(C=C(C(=O)N2CC=3NC(N(C(C3C[C@H]2C)=O)C2=CC=C(C=C2)C2=NN=CN2C)=S)C=C1)C(F)(F)F